O=C1N=NN(C1CCN1C=CC=C1)C1=CC(=C(C=C1)N1CCNCC1)C(F)(F)F 4-oxo-1-(4-(piperazin-1-yl)-3-(trifluoromethyl)phenyl)-5-(2-(pyrrol-1-yl)ethyl)-4,5-dihydro-1H-[1,2,3]triazol